BrCC1=CC=C(C=C1)F (bromomethyl)-4-fluoro-benzene